ClC1=CC(=C(C=C1)OC(C(C)C)=O)C=NC1=C(C(=CC=C1)Cl)Cl.C(CCC)(=O)O[C@H]1C(O[C@@H]([C@H]1OC(CCC)=O)CO)N1CC(=CC=C1)C(N)=O 1-((3r,4r,5r)-3,4-bis(butyryloxy)-5-(hydroxymethyl)tetrahydrofuran-2-yl)-3-carbamoyl-pyridine 4-chloro-2-((2,3-dichloro-phenylimino)meth-yl)phenyl-isobutyrate